[C+4].[Na+].P(=O)([O-])([O-])[O-] phosphate sodium carbon